C(C=C)(=O)OCCC12C(=O)NC(C1CCCC2)=O Acryloyloxyethylhexahydrophthalimide